C1=CC=CC=2C1=CC=CC2 benzo[b]cyclohexene